NC[C@H](C1=CC=CC=C1)NC(=O)C=1OC=C(N1)C1=NC(=NC=C1C)NC1=CC=NN1C (S)-N-(2-amino-1-phenylethyl)-4-(5-methyl-2-((1-methyl-1H-pyrazol-5-yl)amino)pyrimidin-4-yl)oxazole-2-carboxamide